2-nitro-phenylazide [N+](=O)([O-])C1=C(C=CC=C1)N=[N+]=[N-]